P(O)(=O)(OP(=O)(O)OP(=O)(O)O)OC[C@@]1([C@H]([C@H]([C@@H](O1)N1C(=O)NC(=O)C=C1)O)O)C#C 4'-ethynyluridine triphosphate